1-(4-(2-benzothiazolyl)-phenyl)-3-(4-methoxyphenyl)-2-propen-1-one S1C(=NC2=C1C=CC=C2)C2=CC=C(C=C2)C(C=CC2=CC=C(C=C2)OC)=O